C(#N)C1=CC(=C(C=C1)C1=CC(=NC(=C1)NCC)N1CC2=C(C=C(C=C2C1=O)COCC1(CCC1)NC(OC(C)(C)C)=O)C(F)(F)F)C1=NN=CN1C tert-Butyl N-(1-{[(2-{4-[4-cyano-2-(4-methyl-1,2,4-triazol-3-yl)phenyl]-6-(ethylamino)pyridin-2-yl}-3-oxo-7-(trifluoromethyl)-1H-isoindol-5-yl)methoxy]methyl} cyclobutyl)carbamate